4-(4-acetyl-phenoxy)-piperidine-1-carboxylic acid tert-butyl ester C(C)(C)(C)OC(=O)N1CCC(CC1)OC1=CC=C(C=C1)C(C)=O